CC(CCN1CCC2(CN(C(CO2)=O)C(C)C)CC1)(C)C 9-(3,3-dimethylbutyl)-4-isopropyl-1-oxa-4,9-diazaspiro[5.5]undecan-3-one